5-(3,5-dimethylpiperazin-1-yl)-2-nitrophenol CC1CN(CC(N1)C)C=1C=CC(=C(C1)O)[N+](=O)[O-]